(S)-1-hydroxypentane OCCCCC